C(C)(C)(C)OC(=O)N(C(OC(C)(C)C)=O)C1=NN2C(C=C(C=C2)C2=NC(=CN=C2)C=2C(=NN(C2)C(C(C)(F)F)C2=CC=C(C=C2)F)C)=N1 tert-butyl (tert-butoxycarbonyl)(7-(6-(1-(2,2-difluoro-1-(4-fluorophenyl)propyl)-3-methyl-1H-pyrazol-4-yl)pyrazin-2-yl)-[1,2,4]triazolo[1,5-a]pyridin-2-yl)carbamate